C(C)(C)(C)C=1C=C(C=C(C1O)C(C)(C)C)CCC(=O)O.OCC(CO)(CO)CO.OCC(CO)(CO)CO.OCC(CO)(CO)CO.OCC(CO)(CO)CO tetrapentaerythritol (3-(3,5-di-tert-butyl-4-hydroxyphenyl) propionate)